rel-(1s,5s)-(4R)-N-ethyl-4-methyl-7-oxo-1-({2,3',5'-trifluoro-[1,1'-biphenyl]-3-yl}methyl)-9-oxa-2,6-diazaspiro[4.5]decane-2-carboxamide C(C)NC(=O)N1[C@H]([C@]2([C@@H](C1)C)NC(COC2)=O)CC=2C(=C(C=CC2)C2=CC(=CC(=C2)F)F)F |o1:6,7|